(2S)-4-hydroxy-4-(3-(hydroxymethyl)pyridin-4-yl)-2-methylpyrrolidine-1-carboxylic acid tert-butyl ester C(C)(C)(C)OC(=O)N1[C@H](CC(C1)(C1=C(C=NC=C1)CO)O)C